(trans)-4-(4-((2-chloropyrrolo[2,1-f][1,2,4]triazin-4-yl)amino)-1H-imidazol-1-yl)cyclohexanol ClC1=NN2C(C(=N1)NC=1N=CN(C1)[C@@H]1CC[C@H](CC1)O)=CC=C2